ClC1=C(C=CC=2C(=C(CCOC21)C2=C(C(=CC=C2)Cl)C)C2=CC=C(C=C2)O[C@@H]2CN(CC2)CCCF)O 9-Chloro-4-(3-Chloro-2-methylphenyl)-5-[4-[(3S)-1-(3-fluoropropyl)pyrrolidin-3-yl]oxyphenyl]-2,3-dihydro-1-benzoxepin-8-ol